C(#N)C1=C(C=C(C=C1)C=1C=C(C(=O)N2[C@H]3C[C@@H]([C@@H]2CC3)NS(=O)(=O)C3=C(C=C(C=C3)[N+](=O)[O-])[N+](=O)[O-])C=CC1C1=CC3=C(N(N=N3)C)C(=C1F)F)F |o1:14,16,17| N-[(1R,3S,4S)-rel-7-[3-(4-cyano-3-fluoro-phenyl)-4-(6,7-difluoro-1-methyl-benzotriazol-5-yl)benzoyl]-7-azabicyclo[2.2.1]hept-3-yl]-2,4-dinitrobenzenesulfonamide